N\C(=N/C(=N/S(=O)(=O)C1=CC=C(C=C1)C(F)(F)F)/N1N=C(C(CC1)C1=CC=CC=C1)C1=CC=C(C=C1)Cl)\C1CC1 (Z)-N-((Z)-amino(cyclopropyl)methylene)-3-(4-chlorophenyl)-4-phenyl-N'-((4-(trifluoromethyl)phenyl)sulfonyl)-5,6-dihydropyridazine-1(4H)-carboximidamide